CNC1=NC(=NC=N1)NC dimethyl-1,3,5-triazine-2,4-diamine